3-[3-[[ethyl(methyl)sulfamoyl]amino]-2,6-difluoro-benzoyl]-5-[2-[4-hydroxy-4-(2-oxoethyl)-1-piperidyl]pyrimidin-5-yl]-1H-pyrrolo[2,3-b]pyridine C(C)N(S(=O)(=O)NC=1C(=C(C(=O)C2=CNC3=NC=C(C=C32)C=3C=NC(=NC3)N3CCC(CC3)(CC=O)O)C(=CC1)F)F)C